tert-butyl 8-((3-(2,6-bis(benzyloxy)pyridin-3-yl)-1-methyl-1H-indazol-6-yl) amino)-2-azaspiro[4.5]decane-2-carboxylate C(C1=CC=CC=C1)OC1=NC(=CC=C1C1=NN(C2=CC(=CC=C12)NC1CCC2(CCN(C2)C(=O)OC(C)(C)C)CC1)C)OCC1=CC=CC=C1